C(C1=CC=CC=C1)NC(C1=C(C=CC=C1)NCC1=NC=C(C=C1)C1=NOC(=N1)C(F)(F)F)=O N-benzyl-2-[({5-[5-(trifluoromethyl)-1,2,4-oxadiazol-3-yl]pyridin-2-yl}methyl)amino]benzamide